ClC=1C=C(C=CC1C(=O)N1CCN(CC1)C(=O)C1CCNCC1)NC(=O)C=1N(C(=CN1)C=1C(=NN(C1)C(F)F)C(F)(F)F)C N-[3-chloro-4-[4-(piperidine-4-carbonyl)piperazine-1-carbonyl]phenyl]-5-[1-(difluoromethyl)-3-(trifluoromethyl)pyrazol-4-yl]-1-methylimidazole-2-carboxamide